COC=1C(=C2C(=NC=NC2=CC1)N)N1[C@@H]2CCN([C@@H]2C1)C 6-methoxy-5-((1r,5r)-2-methyl-2,6-diazabicyclo[3.2.0]hept-6-yl)quinazolin-4-amine